HydroxyIsoPropyl-AcrylAmide OC=C(C(=O)N)C(C)C